(5-Chloro-1-methyl-1H-indol-2-yl)(4-(5-(3-chlorophenyl)-1,3,4-oxadiazole-2-carbonyl)piperidin-1-yl)methanone ClC=1C=C2C=C(N(C2=CC1)C)C(=O)N1CCC(CC1)C(=O)C=1OC(=NN1)C1=CC(=CC=C1)Cl